hydroxyphenylpropionyl-amide O[N-]C(CCC1=CC=CC=C1)=O